C(C)(=O)C1=CN(C2=CC=C(C=C12)C1=CN=NC=C1)CC(=O)N1[C@@H](C[C@H](C1)F)C(=O)NC=1SC(=NN1)C1=C(C=CC=C1)Cl (2S,4R)-1-(2-(3-acetyl-5-(pyridazin-4-yl)-1H-indol-1-yl)acetyl)-N-(5-(2-chlorophenyl)-1,3,4-thiadiazol-2-yl)-4-fluoropyrrolidine-2-carboxamide